ricinoleyl maleate C(\C=C/C(=O)[O-])(=O)OCCCCCCCC\C=C/C[C@H](O)CCCCCC